FC1=C2C(=C(NC1=O)C)CC(C2)C(=O)O 4-fluoro-1-methyl-3-oxo-3,5,6,7-tetrahydro-2H-cyclopenta[c]pyridine-6-carboxylic acid